OC1CCC(CC1)N(CCCCCCCC(=O)N(CCCC)C(CCCCCCCC)CCCCCCCC)CCCCCCCC(=O)N(C(CCCCCCCC)CCCCCCCC)CCCC 8,8'-((4-hydroxy-cyclohexyl)azane-diyl)bis(N-butyl-N-(heptadecan-9-yl)-octanamide)